FC1=C(C=CC=C1F)C1(CC1)C1(NC(=NC(=N1)N)C1=CC=C2C=NN(C2=C1)C1OCCCC1)N 2-[1-(2,3-difluorophenyl)cyclopropyl]-6-(1-tetrahydropyran-2-ylindazol-6-yl)-1,3,5-triazine-2,4-diamine